NCCNCCCNCCN 1,4,8,11-tetra-aza-undecane